CC1=CC=C(C=C1)S(=O)(=O)N1C=CC=2C1=NC=C1C2N(C=N1)N1CC=CC=C1 1-(6-p-toluenesulfonyl-imidazo[4,5-d]pyrrolo[2,3-b]pyridine-1(6H)-yl)pyridine